1-ethyl-6-(7H-pyrrolo[2,3-d]pyrimidin-5-yl)-1H-benzo[d][1,2,3]triazole C(C)N1N=NC2=C1C=C(C=C2)C2=CNC=1N=CN=CC12